COC([C@@H](CC=C)NC1=C(C=CC(=C1)NC(=O)OC)C=1N=C(N(C1)COCC[Si](C)(C)C)[C@H](CC=C)NC(=O)OC(C)(C)C)=O (R)-2-{2-[2-((S)-1-tert-butoxycarbonylamino-but-3-enyl)-1-(2-trimethylsilyl-ethoxymethyl)-1H-imidazol-4-yl]-5-methoxycarbonylamino-phenylamino}-pent-4-enoic acid methyl ester